4-chloro-3,5-dimethylphenol methacrylate C(C(=C)C)(=O)OC1=CC(=C(C(=C1)C)Cl)C